C(CCCCC)N1N=NC(=C1)C1=CC=CC=C1 1-hexyl-4-phenyl-1,2,3-triazole